N1,N3,N5-tris(3-(didodecylamino)-propyl)benzene-1,3,5-tricarboxamide C(CCCCCCCCCCC)N(CCCNC(=O)C1=CC(=CC(=C1)C(=O)NCCCN(CCCCCCCCCCCC)CCCCCCCCCCCC)C(=O)NCCCN(CCCCCCCCCCCC)CCCCCCCCCCCC)CCCCCCCCCCCC